methyl (3S)-3-(3-chloro-5-(trifluoromethyl)phenyl)-3-(2-(3-fluoro-4-((5-fluoro-1,4,5,6-tetrahydropyrimidin-2-yl)amino)-1H-indazole-6-carboxamido)acetamido)propanoate trifluoroacetate FC(C(=O)O)(F)F.ClC=1C=C(C=C(C1)C(F)(F)F)[C@H](CC(=O)OC)NC(CNC(=O)C1=CC(=C2C(=NNC2=C1)F)NC=1NCC(CN1)F)=O